(2E)-4-((2-((1R,2R,3R)-3-hydroxy-2-((1E,3RS,4S)-3-hydroxy-4-methylnon-1-en-6-yn-1-yl)-5-oxocyclopentyl)ethyl)thio)but-2-enoic acid methyl ester COC(\C=C\CSCC[C@@H]1[C@H]([C@@H](CC1=O)O)\C=C\[C@@H]([C@H](CC#CCC)C)O)=O |&1:18|